C(C1=CC=CC=C1)OC1=CC2=C(N(C(=N2)C2=C(C=CC=C2)O)CC2=CC=C(C=C2)Cl)C=C1 5-(Benzyloxy)-1-(4-Chlorobenzyl)-2-(2-hydroxyphenyl)-1H-Benzo[d]imidazole